2-CYANO-5-FLUOROPHENYLBORONIC ACID C(#N)C1=C(C=C(C=C1)F)B(O)O